5-(4-bromobutyl)-1,3-dihydro-2H-benzo[d]imidazol-2-one BrCCCCC1=CC2=C(NC(N2)=O)C=C1